(1S,4S,5R)-6,8-Dioxabicyclo[3.2.1]octan-4-amine [C@H]12CC[C@@H]([C@H](OC1)O2)N